ClC=1C2=C(N=C(N1)N1[C@H](CC1)C)C(CC2)(F)F 4-chloro-7,7-difluoro-2-[(2S)-2-methylazetidin-1-yl]-5,6-dihydrocyclopenta[d]pyrimidine